(E)-2,3,6-trimethyl-5-styryl-1H,7H-pyrazolo[1,2-a]pyrazole-1,7-dione CC1=C(N2N(C(C(=C2\C=C\C2=CC=CC=C2)C)=O)C1=O)C